3-(N-methylformamido)phenylboronic acid CN(C=O)C=1C=C(C=CC1)B(O)O